O=S1(N(CCC1)CC1=CC2=C(N(C=N2)COCC[Si](C)(C)C)C=C1)=O 2-[[5-[(1,1-dioxo-1,2-thiazolidine-2-yl)methyl]benzimidazol-1-yl]methoxy]ethyl-trimethyl-silane